1-(5-chlorobenzo[d]thiazol-2-yl)ethan-1-one tert-butyl-(6S,7S)-7-((3-(2,6-bis(benzyloxy)pyridin-3-yl)-1-methyl-1H-indazol-7-yl)amino)-6-methyl-2-azaspiro[3.5]nonane-2-carboxylate C(C)(C)(C)OC(=O)N1CC2(C1)C[C@@H]([C@H](CC2)NC=2C=CC=C1C(=NN(C21)C)C=2C(=NC(=CC2)OCC2=CC=CC=C2)OCC2=CC=CC=C2)C.ClC=2C=CC1=C(N=C(S1)C(C)=O)C2